[N-]=C=S.C(C)(=O)N[C@H]1[C@@H](O)O[C@@H]([C@H]([C@@H]1OC(C)=O)OC(C)=O)COC(C)=O 2-acetamido-3,4,6-tri-O-acetyl-2-deoxy-α-D-glucopyranose isothiocyanate